COC1=C(C=C(C=C1)N=C=O)N=C=O 1-methoxy-2,4-phenylene diisocyanate